C(C1=CC=CC=C1)(=O)ON1/C=C/OC2=C(C1C=CC1=CC=CC=C1)C(=NN2C2=CC=CC=C2)C(F)(F)F (E)-5-(benzoyloxy)-1-phenyl-4-styryl-3-(trifluoromethyl)-4,5-dihydro-1H-pyrazolo[4,3-f][1,4]oxazepin